C(C)(C)(C)OC(=O)N1C[C@@H]2N(CC1)CCNC2=O.C2(=CC=CC=C2)S(=O)(=O)CC=2COC1=C(C2)C=CC=C1 3-((benzenesulfonyl)methyl)benzopyran tert-butyl-(S)-9-oxooctahydro-2H-pyrazino[1,2-a]pyrazine-2-carboxylate